CC=1N=C(SC1)C1(C2CCN(CC12)C1=CN=C2C(=N1)NN=C2C2=C1C=CC=NC1=CC=C2)CN [7-(4-methyl-1,3-thiazol-2-yl)-3-(3-quinolin-5-yl-1H-pyrazolo[3,4-b]pyrazin-6-yl)-3-azabicyclo[4.1.0]heptan-7-yl]methanamine